C(C)(C)(C)N(C(O)=O)CC12OCC(C1)(C2)CO.C2(=CC=CC=C2)C2=CN=C(O2)C21COC(C2)(C1)CNC=1C=2C=CN=C(C2C=CC1)N N5-((4-(5-Phenyloxazol-2-yl)-2-oxabicyclo[2.1.1]hexan-1-yl)methyl)isoquinoline-1,5-diamine tert-Butyl-((4-(hydroxymethyl)-2-oxabicyclo[2.1.1]hexan-1-yl)methyl)carbamate